hydroxyisopropylbenzophenone OC=1C(=C(C(=O)C2=CC=CC=C2)C=CC1)C(C)C